C1(=CC=CC=C1)S(=O)(=O)N1C=C(C=2C1=NC(=CC2)C=2C(=NOC2C)C)C2=NC(=NC=C2C(F)(F)F)N[C@@H]2[C@@H](CCC2)N2CC(C2)F 4-[1-(benzenesulfonyl)-6-(3,5-dimethylisoxazol-4-yl)pyrrolo[2,3-b]pyridin-3-yl]-N-[(1S,2R)-2-(3-fluoroazetidin-1-yl)cyclopentyl]-5-(trifluoromethyl)pyrimidin-2-amine